N1(CCCCC1)CCOC1=CC=C(C=C1)C=1C=C2C(=NC1)N(C=C2C2=NNC=C2)[SH4]OOC2=CC=C(C=C2)C 5-(4-[[2-(hexahydropyridin-1-yl)ethyl]oxy]phenyl)-3-(1H-pyrazol-3-yl)-1-[(4-methylphenyl)dioxy-λ6-sulfanyl]pyrrolo[2,3-b]pyridine